C1(CC1)C(C=1C=NC(=CC1)OCC1CC1)N C-cyclopropyl-C-(6-cyclopropylmethoxy-pyridin-3-yl)-methylamine